(R)-2-chloro-N-(6-chloro-8-methylisoquinolin-1-yl)-4-(1-methyl-1H-1,2,3-triazol-4-yl)-N-(piperidin-3-yl)benzamide ClC1=C(C(=O)N([C@H]2CNCCC2)C2=NC=CC3=CC(=CC(=C23)C)Cl)C=CC(=C1)C=1N=NN(C1)C